BrC1=C(C=CC=C1OC1=CC=CC=C1)C=1C(=CC=CC1)C=1C(=CC=CC1)C1=C(C=CC=C1)Br 2,2'''-dibromo-3-phenoxy-1,1':2',1'':2'',1'''-quaterphenyl